4-[3-[4-(4-nitrophenyl)piperazin-1-yl]-8-azaspiro[4.5]decan-8-yl]pyridine-2-carboxylic acid [N+](=O)([O-])C1=CC=C(C=C1)N1CCN(CC1)C1CCC2(C1)CCN(CC2)C2=CC(=NC=C2)C(=O)O